5-bromo-N-(3-methyl-4-{[1,2,4]triazolo[1,5-a]pyridin-7-yloxy}phenyl)pyrrolo[2,1-f][1,2,4]triazin-4-amine BrC=1C=CN2N=CN=C(C21)NC2=CC(=C(C=C2)OC2=CC=1N(C=C2)N=CN1)C